(4R)-4-[3-oxo-3-[3-[5-[6-(trifluoromethyl)-3-pyridinyl]-1,2,4-oxadiazol-3-yl]azetidin-1-yl]propyl]oxazolidin-2-one O=C(CC[C@H]1NC(OC1)=O)N1CC(C1)C1=NOC(=N1)C=1C=NC(=CC1)C(F)(F)F